N-methyl-N-n-dodecyl-fumaric acid amide CN(C(\C=C\C(=O)O)=O)CCCCCCCCCCCC